(S)-N-[5-(2,4-difluorophenoxy)pyrazin-2-yl]-2-(3,3-dimethylpiperazin-1-yl)propanamide FC1=C(OC=2N=CC(=NC2)NC([C@H](C)N2CC(NCC2)(C)C)=O)C=CC(=C1)F